NC1=NC=CC=C1C=1N(C2=NC=NC(=C2N1)O)C1=CC=C(C=C1)CCl 8-(2-Aminopyridin-3-yl)-9-(4-(chloromethyl)phenyl)-9H-purin-6-ol